F[C@H]1CN(CC[C@H]1OC)C1=NC=CC(=N1)NC=1N=CC2=C(C=CC(=C2C1)C(C)C)N1[C@@H]([C@H](C1)CS(=O)(=O)C)C N-(2-((3S,4R)-3-fluoro-4-methoxypiperidin-1-yl)pyrimidin-4-yl)-5-isopropyl-8-((2R,3S)-2-methyl-3-((methanesulfonyl)methyl)azetidin-1-yl)isoquinolin-3-amine